ClC=1C=C2CC3(C(=NN(CO3)C(=O)N(C3=CC=C(C=C3)OC(F)(F)F)C(=O)OC)C2=CC1)C(=O)OC methyl 7-chloro-2,5-dihydro-2-[[N-(methoxycarbonyl)-N-[4-(trifluoromethoxy)phenyl] amino]carbonyl]indeno[1,2-e][1,3,4]oxadiazine-4a(3H)-carboxylate